CC=1N(C(C(=CC1C(=O)OCC)C(=O)NCC1=CC=C(C=C1)S(=O)(=O)C)=O)C1=CC(=CC=C1)C(F)(F)F ethyl 2-methyl-5-({[4-(methylsulfonyl)benzyl]amino} carbonyl)-6-oxo-1-[3-(trifluoromethyl)phenyl]-1,6-dihydropyridine-3-carboxylate